BrC1=CC=CC(=C1C(C#N)O[SiH2]C(F)(F)F)OC1=CC(=CC(=C1)F)Cl [6-bromo-2-(3-chloro-5-fluorophenoxy)phenyl](trifluoromethylsilyloxy)acetonitrile